C(C)(C)(C)OC(=O)N1[C@@H]([C@H](CC1)O)C(N(C)C1=CC=C(C=C1)F)=O.O=C1C2=C(N=C(N1)CN1C(C3=CC=CC=C3C1=O)=O)N=CC=C2 2-((4-oxo-3,4-dihydropyrido[2,3-d]pyrimidin-2-yl)methyl)isoindoline-1,3-dione tert-butyl-(2S,3S)-2-((4-fluorophenyl)(methyl)carbamoyl)-3-hydroxypyrrolidine-1-carboxylate